[C-]#N.C(CCC)[N+](CCCC)(CCCC)CCCC tetrabutylammonium cyanide